C(CC)OC=1C=C(C=CC1)B(O)O (3-(propoxy)phenyl)boronic acid